I.C(CCC)NNC(=N)N N1-n-Butylaminoguanidine hydroiodide